N1=CC=NC2=CC(=CC=C12)C1=CNC=2N=C(N=CC21)NC2C[C@@H]1[C@@H](CN(C1)C(C)=O)C2 1-((3aR,5r,6aS)-5-((5-(quinoxalin-6-yl)-7H-pyrrolo[2,3-d]pyrimidin-2-yl)amino)hexahydrocyclopenta[c]pyrrol-2(1H)-yl)ethan-1-one